N1CCC(CC1)C1=CC2=NN(C=C2S1)C=1C=C2C=NNC2=CC1 5-[5-(PIPERIDIN-4-YL)THIENO[3,2-C]PYRAZOL-2-YL]INDAZOLE